methyl 5-chloro-2-((6-fluoro-2-methylpyridin-3-yl)oxy)-4-(trifluoromethyl)benzoate ClC=1C(=CC(=C(C(=O)OC)C1)OC=1C(=NC(=CC1)F)C)C(F)(F)F